C(C)OP(=O)(C1=CC=CC=C1)C(C1=C(C=C(C=C1C)C)C)=O.C(C1=CC=CC=C1)C1=CC(=NO1)C(=O)NC1CC(C2=C(N(C1=O)C)C=CC=C2)F 5-benzyl-N-(5-fluoro-1-methyl-2-oxo-2,3,4,5-tetrahydro-1H-benzo[b]azepin-3-yl)isoxazole-3-carboxamide ethyl-(2,4,6-trimethylbenzoyl)phenylphosphinate